C(C)SC(CCCCC)C 6-ethylthio-heptane